C(C)(C)(C)OC(N[C@@H]1CC[C@H](CC1)CCN1C2CCC2N(CC1)C1=CC=CC=2SC=CC21)=O (trans-4-(2-(5-(benzo[b]thiophen-4-yl)-2,5-diazabicyclo[4.2.0]oct-2-yl)ethyl)cyclohexyl)carbamic acid tert-butyl ester